1-(5-(3-cyano-6-(3-hydroxy-3-methylbut-1-yn-1-yl)pyrazolo[1,5-a]pyridin-2-yl)-4-methylpiperidin-4-yl)-5-fluoro-2-methylbenzamide C(#N)C=1C(=NN2C1C=CC(=C2)C#CC(C)(C)O)C2C(CCNC2)(C)C2(C(=O)N)C(C=CC(=C2)F)C